(Z)-2-(4-(6-((4-Bromo-2,6-difluorophenethyl)amino)pyrimidin-4-yl)-2-ethoxyphenyl)-N'-hydroxyacetimidamide BrC1=CC(=C(CCNC2=CC(=NC=N2)C2=CC(=C(C=C2)C/C(/N)=N/O)OCC)C(=C1)F)F